1,8-diazabicyclo[4.4.0]dec-5-ene N12CCCC=C2CNCC1